Methylperfluoro-2,5,8-trimethyl-3,6,9-trioxadodecanoic acid COC(C(OC(C(OC(C(OC(C(C(F)(F)F)(F)F)(F)F)(C(F)(F)F)F)(F)F)(C(F)(F)F)F)(F)F)(C(F)(F)F)F)=O